ClC1=CC2=C(N(C(N2CC=2N=NN(C2)CC2=CC(=CC=C2)F)=N)CC(O)C2=CC(=C(C=C2)Cl)Cl)C=C1 2-(5-chloro-3-((1-(3-fluorobenzyl)-1H-1,2,3-triazol-4-yl)methyl)-2-imino-2,3-dihydro-1H-benzo[d]imidazol-1-yl)-1-(3,4-dichlorophenyl)ethan-1-ol